FC1=C(CN2C=NC(=C2)NC([C@H](C)N2C[C@@H](C(CC2)(F)F)C2=CC=[N+](C=C2)[O-])=O)C=C(C=C1)F 4-((S)-1-((S)-1-((1-(2,5-difluorobenzyl)-1H-imidazol-4-yl)amino)-1-oxopropan-2-yl)-4,4-difluoropiperidin-3-yl)pyridine 1-oxide